4-(2-chloro-7-methyl-7H-purin-6-yl)morpholine ClC1=NC(=C2N(C=NC2=N1)C)N1CCOCC1